C(C)O[Si](C1=CC=C(C=C1)C1=CC=CC=C1)(OCC)OCC 4-triethoxysilyl-biphenyl